OCCN(C1=CC=CC=C1)CCO N,N-di(beta-hydroxyethyl)aniline